benzyl 2-bromo-6-hydroxy-4-((2-methoxy-4-(methoxymethoxy)-6-methylbenzoyl)oxy)-3,5-dimethylbenzoate BrC1=C(C(=O)OCC2=CC=CC=C2)C(=C(C(=C1C)OC(C1=C(C=C(C=C1C)OCOC)OC)=O)C)O